CC1(OC2=C(C1NC(O[C@@H]1CN3CCC1CC3)=O)C=CC(=C2)C2=CC(=CC=C2)OC(F)(F)F)C (S)-quinuclidin-3-yl (2,2-dimethyl-6-(3-(trifluoromethoxy)phenyl)-2,3-dihydrobenzofuran-3-yl)carbamat